COC=1C=CC=C(C(=O)NC)C1 5-methoxy-N-methylbenzamide